FC(C=1C=C(C=CC1[N+](=O)[O-])O)(F)F 3-trifluoromethyl-4-nitrophenol